ClC1=CC=C(C=C1)C1=C(C=CC=C1)CN1CCN(CC1)CCC=1C=C2CN(C(C2=CC1)=O)C1C(NC(CC1)=O)=O 3-(5-(2-(4-((4'-chloro-[1,1'-biphenyl]-2-yl)methyl)piperazin-1-yl)ethyl)-1-oxoisoindolin-2-yl)piperidine-2,6-dione